2-([4-[2-(4-chloro-2-fluorophenyl)-2-methyl-1,3-benzodioxol-4-yl]piperidin-1-yl]methyl)-1-(2-methoxyethyl)-1H-imidazo[4,5-b]pyridine-6-carboxylic acid, trifluoroacetate salt FC(C(=O)O)(F)F.ClC1=CC(=C(C=C1)C1(OC2=C(O1)C=CC=C2C2CCN(CC2)CC=2N(C=1C(=NC=C(C1)C(=O)O)N2)CCOC)C)F